2-chloro-5-(methylsulfonyl)benzaldehyde ClC1=C(C=O)C=C(C=C1)S(=O)(=O)C